2-(5-bromo-4-chloro-2-nitrophenoxy)-N,N-dimethylethylamine BrC=1C(=CC(=C(OCCN(C)C)C1)[N+](=O)[O-])Cl